2-((5-methylisoxazol-3-yl)methoxy)acetic acid CC1=CC(=NO1)COCC(=O)O